FC=1C(=C(C=C(C1)B1OC(C(O1)(C)C)(C)C)C(C)O)C 1-[3-fluoro-2-methyl-5-(4,4,5,5-tetramethyl-1,3,2-dioxaborolan-2-yl)phenyl]ethanol